tert-Butyl (6aR,9R)-5-bromo-9-(diethylcarbamoyl)-7-(methyl-d3)-6a,7,8,9-tetrahydroindolo[4,3-fg]quinoline-4(6H)-carboxylate BrC=1N(C2=CC=CC=3C4=C[C@H](CN([C@@H]4CC1C32)C([2H])([2H])[2H])C(N(CC)CC)=O)C(=O)OC(C)(C)C